tert-butyl (R)-(1-(5-(3-bromo-2-methylphenyl)-1,3,4-oxadiazolyl)-2-(tert-butoxy)ethyl)carbamate BrC=1C(=C(C=CC1)C1=NN=C(O1)[C@@H](COC(C)(C)C)NC(OC(C)(C)C)=O)C